(1r,2s)-2-{3-[(5-chloro-2-methyl-1,3-benzooxazol-6-yl)amino]-1H-indazol-6-yl}-5'-methoxyspiro[cyclopropan-1,3'-indol]-2'(1'H)-one ClC=1C(=CC2=C(N=C(O2)C)C1)NC1=NNC2=CC(=CC=C12)[C@@H]1C[C@@]12C(NC1=CC=C(C=C21)OC)=O